ethyl 4-Acetylbutyrate (4-Acetylbutyrate) C(C)(=O)CCCC(=O)O.C(C)(=O)CCCC(=O)OCC